N-(3-((5-(3-fluoro-5-methoxyphenyl)-2-((1-methyl-1H-pyrazol-4-yl)amino)pyrimidin-4-yl)amino)phenyl)acrylamide FC=1C=C(C=C(C1)OC)C=1C(=NC(=NC1)NC=1C=NN(C1)C)NC=1C=C(C=CC1)NC(C=C)=O